NC1=C(C2=C(C(N1C1=C3C=NNC3=CC=C1Cl)=O)C(=C(S2)C2CC2)C)C(=O)N 6-amino-5-(5-chloro-1H-indazole-4-yl)-2-cyclopropyl-3-methyl-4-oxo-4,5-dihydrothieno[3,2-c]pyridine-7-carboxamide